Cl.N[C@@H]1CC[C@H](OC1)CN1CCC2(CN(C2)C2=NC=NC=C2OC2=C(C(=O)N(CCOC)C(C)C)C=C(C=C2)F)CC1 ((4-(7-(((2S,5R)-5-aminotetrahydro-2H-pyran-2-yl)methyl)-2,7-diazaspiro[3.5]non-2-yl)pyrimidin-5-yl)oxy)-5-fluoro-N-isopropyl-N-(2-methoxyethyl)benzamide hydrochloride